N1-(6,7-dimethoxy-3-((4-methoxyphenyl)sulfonyl)quinolin-4-yl)-N2,N2-diethylethane-1,2-diamine COC=1C=C2C(=C(C=NC2=CC1OC)S(=O)(=O)C1=CC=C(C=C1)OC)NCCN(CC)CC